FC(O[C@@H]1C[C@H](N(C1)C(CNC(=O)C=1C=CC=2SC3=CC=CC=C3OC2C1)=O)C(=O)NCC1=CC=2CNCCC2S1)F (2S,4R)-4-(difluoromethoxy)-1-((phenoxathiine-3-carbonyl)glycyl)-N-((4,5,6,7-tetrahydrothieno[3,2-c]pyridin-2-yl)methyl)pyrrolidine-2-carboxamide